methyl 3,3-difluoro-2-phenylcycloprop-1-ene-1-carboxylate FC1(C(=C1C(=O)OC)C1=CC=CC=C1)F